isopropyl (R)-2-(((benzyloxy)carbonyl)amino)-4,4-dimethyl-2-(2-(phenylethynyl)quinolin-6-yl)pentanoate C(C1=CC=CC=C1)OC(=O)N[C@](C(=O)OC(C)C)(CC(C)(C)C)C=1C=C2C=CC(=NC2=CC1)C#CC1=CC=CC=C1